FC(C1=CC=C(C=C1)C(=O)C(=O)C1=CC=C(C=C1)C(F)(F)F)(F)F 4,4'-bis(trifluoromethyl)benzil